tert-butyl 4-[(E)-2-(1-benzyloxycarbonylazetidin-3-yl) vinyl]piperidine-1-carboxylate C(C1=CC=CC=C1)OC(=O)N1CC(C1)/C=C/C1CCN(CC1)C(=O)OC(C)(C)C